NC1(C(C)O)CO1 2-epoxy-3-aminobutyl alcohol